OCOC1=CC=C(C=C1)C1(C2=CC=CC=C2C=2C=CC=CC12)C1=CC=C(C=C1)OCO 9,9-bis(4-(hydroxymethoxy)phenyl)fluorene